2-dimethylaminoferrocenecarbaldehyde CN(C=1[C-](C=CC1)C=O)C.[CH-]1C=CC=C1.[Fe+2]